NC(CNC=1C=2C=3N=CC(=NC3C=CC2SC1C(=O)OC)OC)(C)C methyl 3-(2-amino-2-methylpropylamino)-11-methoxy-5-thia-10,13-diazatricyclo[7.4.0.02,6]trideca-1(9),2(6),3,7,10,12-hexaene-4-carboxylate